N-[(6-bromopyridin-2-yl)methylene]-2,6-diisopropylaniline BrC1=CC=CC(=N1)C=NC1=C(C=CC=C1C(C)C)C(C)C